2-(piperidin-4-ylidenemethyl)-1,6-naphthyridin-7-amine N1CCC(CC1)=CC1=NC2=CC(=NC=C2C=C1)N